1-(4-(6-chloro-7-(pyridin-3-yl)quinazolin-4-yl)piperazin-1-yl)prop-2-en-1-one ClC=1C=C2C(=NC=NC2=CC1C=1C=NC=CC1)N1CCN(CC1)C(C=C)=O